4-(5-chloro-2-((1-methyl-1h-pyrazole-5-yl)amino)pyridine-4-yl)-N-(4,5-difluoro-2-(hydroxymethyl)benzyl)-1h-pyrrole-2-formamide ClC=1C(=CC(=NC1)NC1=CC=NN1C)C=1C=C(NC1)C(=O)NCC1=C(C=C(C(=C1)F)F)CO